1H-imidazo[4,5-B]pyridine-6-carboxylic acid N1C=NC2=NC=C(C=C21)C(=O)O